4-[4'-(pyridin-4-yl)-[1,1'-biphenyl]-4-yl]pyridine N1=CC=C(C=C1)C1=CC=C(C=C1)C1=CC=C(C=C1)C1=CC=NC=C1